C(C)(C)(C)C1=C(C(=O)O)C(=CC(=C1)C(C)(C)C)C(C)(C)C 2,4,6-tris(t-butyl)benzoic acid